FC(C=1C(=NN(C1S(=O)(=O)Cl)C)C)F 4-(difluoromethyl)-1,3-dimethyl-1H-pyrazole-5-sulfonyl chloride